ClC1=C(C(=O)N2COC3=C(C2)C=CC=C3C3=CC(=C(C(=O)OC)C=C3F)N3C2COCC3CC2)C=CC(=C1)N1[C@@H](CN([C@@H](C1)C)C)C Methyl 4-[3-[2-chloro-4-[(2R,5R)-2,4,5-trimethylpiperazin-1-yl]benzoyl]-2,4-dihydro-1,3-benzoxazin-8-yl]-5-fluoro-2-(3-oxa-8-azabicyclo[3.2.1]octan-8-yl)benzoate